p-tertbutylphenol C(C)(C)(C)C1=CC=C(C=C1)O